N,N,N',N'-tetramethyl-N''-ethyl-guanidinium trifluoromethanesulfonate FC(S(=O)(=O)[O-])(F)F.CN(C(=[NH+]CC)N(C)C)C